tert-butyl 3-(2-methyl-5-((2-(trifluoromethyl)pyridin-3-yl)methoxy)benzofuran-3-carboxamido)pyrrolidine-1-carboxylate CC=1OC2=C(C1C(=O)NC1CN(CC1)C(=O)OC(C)(C)C)C=C(C=C2)OCC=2C(=NC=CC2)C(F)(F)F